NC=1C=CC(=C2CN(C(C12)=O)CC1CC1)Cl 7-amino-4-chloro-2-(cyclopropylmethyl)isoindolin-1-one